C(C)CC(CC(=O)[O-])=O.C(C)CC(CC(=O)[O-])=O.C(C)(C)(C)O[Ti+2]OC(C)(C)C di-tert-butoxytitanium bis(ethylacetoacetate)